C(C)C1(NC(N(C(C1)=O)C(C=1C=C(C(=O)NC2CC(OC3=CC=CC=C23)(C)C)C=CC1)C1=CN=CS1)=N)CC 3-[(4,4-diethyl-2-imino-6-oxo-hexahydropyrimidin-1-yl)-thiazol-5-yl-methyl]-N-(2,2-dimethylchroman-4-yl)benzamide